FC=1C=C2N(CCN(C2=CC1)C(C(C)N1CCCC1)=O)C1=CC=C(C=C1)F 1-(6-Fluoro-4-(4-fluorophenyl)-3,4-dihydroquinoxalin-1(2H)-yl)-2-(pyrrolidin-1-yl)propan-1-one